4-amino-N-((1R)-1-(3-fluoro-2-pyridinyl)ethyl)-N-((6-(trifluoromethyl)-3-pyridazinyl)methyl)-1,3-dihydrofuro[3,4-c]quinoline-8-carboxamide NC1=NC=2C=CC(=CC2C2=C1COC2)C(=O)N(CC=2N=NC(=CC2)C(F)(F)F)[C@H](C)C2=NC=CC=C2F